C(C1=CC=CC=C1)N1N=CC(=C1)C=1C(=CC(N(C1)C)=O)N1C=C(C=C1)C(=O)OC methyl 1-(5-(1-benzyl-1H-pyrazol-4-yl)-1-methyl-2-oxo-1,2-dihydropyridin-4-yl)-1H-pyrrole-3-carboxylate